benzyl (8-amino-1-bromoimidazo[1,5-a]pyrazin-3-yl)methylcarbamate NC=1C=2N(C=CN1)C(=NC2Br)CNC(OCC2=CC=CC=C2)=O